BrC=1SC2=C(N1)C(=CC=C2)F 2-bromo-4-fluorobenzo[d]Thiazole